N1C=NC2=C1C=CC(=C2)N2[C@H]1[C@@H](CC2)CNC1=O (3aS,6aS)-1-(1H-benzimidazol-5-yl)-2,3,3a,4,5,6a-hexahydropyrrolo[3,4-b]pyrrol-6-one